2-(5-Isopropyl-8-oxothiazolo[5',4':4,5]pyrrolo[1,2-d][1,2,4]triazin-7(8H)-yl)acetic acid C(C)(C)C1=NN(C(C=2N1C1=C(C2)SC=N1)=O)CC(=O)O